ClC1=CC(=C(C=C1)CNC1=NC=2CN(CCC2C=C1I)C(=O)OC(C)(C)C)F tert-butyl 2-{[(4-chloro-2-fluorophenyl) methyl] amino}-3-iodo-6,8-dihydro-5H-1,7-naphthyridine-7-carboxylate